7-(3,4-dimethoxyphenyl)-N-(1-(2-hydroxyacetyl)piperidin-4-yl)pyrazolo[1,5-a]pyrimidine-2-carboxamide COC=1C=C(C=CC1OC)C1=CC=NC=2N1N=C(C2)C(=O)NC2CCN(CC2)C(CO)=O